FC=1C(=C(C=CC1F)[C@H]1[C@@H](O[C@]([C@H]1C)(C(F)(F)F)C)C(=O)O)OCCOC (2R,3S,4S,5R)-3-[3,4-difluoro-2-(2-methoxyethoxy)phenyl]-4,5-dimethyl-5-(trifluoromethyl)tetrahydrofuran-2-carboxylic acid